N[C@H](CC1(C(NC(N(C1C)CC1=C(C=CC=C1C(F)(F)F)F)=O)=O)C1=C(C(=CC=C1)O[C@@H]1COCC1)F)C1=CC=CC=C1 5-((R)-2-amino-2-phenylethyl)-5-(2-fluoro-3-(((S)-tetrahydrofuran-3-yl)oxy)phenyl)-1-(2-fluoro-6-(trifluoromethyl)benzyl)-6-methylpyrimidine-2,4(1H,3H)-dione